(S)-2-amino-1-(4-(5-((4-amino-2-butoxyimidazo[2,1-f][1,2,4]triazin-7-yl)methyl)-3-methylpyridin-2-yl)piperazin-1-yl)-3-methylbutan-1-one N[C@H](C(=O)N1CCN(CC1)C1=NC=C(C=C1C)CC1=CN=C2C(=NC(=NN21)OCCCC)N)C(C)C